Iodosobenzene diacetate O=C(C)O[I](=O)(C1=CC=CC=C1)OC(=O)C